4-(6-(2-((tert-butyldiphenylsilyl)oxy)-6-fluorophenyl)-7-chloro-4-cyclopentylphthalazin-1-yl)piperazine-1-carboxylic acid tert-butyl ester C(C)(C)(C)OC(=O)N1CCN(CC1)C1=NN=C(C2=CC(=C(C=C12)Cl)C1=C(C=CC=C1F)O[Si](C1=CC=CC=C1)(C1=CC=CC=C1)C(C)(C)C)C1CCCC1